2-oxo-1-((tetrahydro-2H-pyran-4-yl)methyl)-5-(p-tolyl)-1,2-dihydropyridine-3-carboxylic acid O=C1N(C=C(C=C1C(=O)O)C1=CC=C(C=C1)C)CC1CCOCC1